O[C@@H](CCC)CC1=NN=C(S1)C1=NC=C(C=C1N)S(=O)(=O)C1=CC=C(C=C1)OC(F)(F)F 2-(5-{[(2S)-oxapent-2-yl]methyl}-1,3,4-thiadiazol-2-yl)-5-[4-(trifluoromethoxy)benzene-1-sulfonyl]pyridin-3-amine